(5-chloro-8-quinolinoxy)acetic acid (1-methylhexyl) ester CC(CCCCC)OC(COC=1C=CC(=C2C=CC=NC12)Cl)=O